S1C=C(CC1)C(=O)[O-] 4,5-dihydro-3-thiophenecarboxylate